ClC1=CC=C(CN2C(N3C(C4=C2C=C(C=N4)N4CCC(CC4)O)=NN=C3C(C)C)=O)C=C1 6-(4-chlorobenzyl)-8-(4-hydroxypiperidin-1-yl)-3-(propan-2-yl)pyrido[2,3-e][1,2,4]triazolo[4,3-c]pyrimidin-5(6H)-one